Tert-butyl (6-(((3-(1-cyclopropyl-1H-1,2,4-triazol-3-yl)-4-methoxy-5-nitrobenzyl)oxy)methyl)-5-fluoropyridin-2-yl)carbamate C1(CC1)N1N=C(N=C1)C=1C=C(COCC2=C(C=CC(=N2)NC(OC(C)(C)C)=O)F)C=C(C1OC)[N+](=O)[O-]